ClC=1N=C(C(N(C1)C1CCN(CC1)C)=O)N1[C@@H](COCC1)C (R)-5-chloro-3-(3-methylmorpholinyl)-1-(1-methylpiperidin-4-yl)pyrazin-2(1H)-one